tert-butyl (R)-2-[[[6-bromo-3-[N'-(2-chlorophenyl)carbamimidoyl]pyrrolo[1,2-b]pyridazin-4-yl]amino]methyl]pyrrolidine-1-carboxylate BrC=1C=C2N(N=CC(=C2NC[C@@H]2N(CCC2)C(=O)OC(C)(C)C)C(N)=NC2=C(C=CC=C2)Cl)C1